NCC(CS(=O)(=O)O)C 2-aminomethylpropanesulfonic acid